3-methyl-1-(nitrosooxidanyl)butane CC(CCON=O)C